4-[(2,4-dibromophenoxypropylsulfanyl)methyl]1,3-dihydroimidazole-2-thione BrC1=C(OCCCSCC=2NC(NC2)=S)C=CC(=C1)Br